C1(=CC=CC2=CC=CC=C12)B(O)O naphthalene-1-boronic acid